N-[[5-benzyloxy-1-[4-(trifluoromethyl)phenyl]indazol-3-yl]methyl]prop-2-enamide C(C1=CC=CC=C1)OC=1C=C2C(=NN(C2=CC1)C1=CC=C(C=C1)C(F)(F)F)CNC(C=C)=O